2-(2-((6-(3-(aminomethyl)phenyl)-1H-indazol-1-yl)methyl)phenyl)acetic acid NCC=1C=C(C=CC1)C1=CC=C2C=NN(C2=C1)CC1=C(C=CC=C1)CC(=O)O